[Si](C)(C)(C(C)(C)C)OC1CC2(CC(C2)COC2=NN=C(S2)NC(=O)C=2C=NC(=CC2C2=C(C=CC=C2OC)F)C)C1 N-(5-((6-((tert-butyldimethylsilyl)oxy)spiro(3.3)hept-2-yl)methoxy)-1,3,4-thiadiazol-2-yl)-4-(2-fluoro-6-methoxyphenyl)-6-methylpyridine-3-carboxamide